2-((6-chloro-5-(4'-(3,3-dimethylbutyl)-2'-hydroxy-[1,1'-biphenyl]-4-yl)-1H-imidazo[4,5-b]pyridin-2-yl)thio)acetic acid ClC=1C=C2C(=NC1C1=CC=C(C=C1)C1=C(C=C(C=C1)CCC(C)(C)C)O)N=C(N2)SCC(=O)O